O.[Na+].[Na+].C1(O)=C(O)C(=CC(=C1)S(=O)(=O)[O-])S(=O)(=O)[O-] 3,5-pyrocatecholdisulfonic acid disodium salt monohydrate